C1(CC1)C1=C(C(=NO1)C1=NN(C2=NC=NC(=C21)N)C2COC2)C2=NC=C(C=N2)C2CCNCC2 3-(5-cyclopropyl-4-(5-(piperidin-4-yl)pyrimidin-2-yl)isoxazol-3-yl)-1-(oxetan-3-yl)-1H-pyrazolo[3,4-d]pyrimidin-4-amine